1-Palmitoyl-2-Myristoyl-sn-Glycero-3-Phosphocholine C(CCCCCCCCCCCCCCC)(=O)OC[C@@H](OC(CCCCCCCCCCCCC)=O)COP(=O)([O-])OCC[N+](C)(C)C